C[C@@H]1N(C[C@H]1CSC)C(=O)OC(C)(C)C |r| rac-tert-butyl (trans)-2-methyl-3-[(methylsulfanyl)methyl]azetidine-1-carboxylate